4-(6-bromoimidazo[1,2-a]pyridin-2-yl)piperidine-1-carboxylic acid tert-butyl ester C(C)(C)(C)OC(=O)N1CCC(CC1)C=1N=C2N(C=C(C=C2)Br)C1